methyl 3,5-dichloro-6-ethyl-pyrazine-2-carboxylate ClC=1C(=NC(=C(N1)Cl)CC)C(=O)OC